C(C)(=O)[C@H](C(=O)OC(C)(C)C)CCC(C)=O |r| racemic-tert-butyl 2-acetyl-5-oxohexanoate